COCCNC(=O)N1CCN(CC1)C1=NC(=NC(=C1)NC1=CC2=C(C=N1)C=NN2C(C)C)N2CCOCC2 N-(2-methoxyethyl)-4-[2-(morpholin-4-yl)-6-{[1-(propan-2-yl)-1H-pyrazolo[4,3-c]pyridin-6-yl]amino}pyrimidin-4-yl]piperazine-1-carboxamide